6-[1-[7-(4-chlorophenyl)-8-(3-chloropyridin-2-yl)-1-methyl-2,6-dioxopurin-3-yl]ethyl]-N,N-bis[(4-methoxyphenyl)methyl]pyridine-3-sulfonamide ClC1=CC=C(C=C1)N1C(=NC=2N(C(N(C(C12)=O)C)=O)C(C)C1=CC=C(C=N1)S(=O)(=O)N(CC1=CC=C(C=C1)OC)CC1=CC=C(C=C1)OC)C1=NC=CC=C1Cl